ethyl 4-((4-(4,4-dimethylcyclohexyl)phenyl)amino)cyclohexane-1-carboxylate CC1(CCC(CC1)C1=CC=C(C=C1)NC1CCC(CC1)C(=O)OCC)C